N-ethyl-p-menthanecarboxamide C(C)NC(=O)C1CC(CCC1C(C)C)C